N[C@@H]1C=2C(=NC=CC2)CC12CCN(CC2)C2=NC(=C(C(=N2)C#N)C2=C(C(=CC=C2)Cl)Cl)C 2-((S)-5-amino-5,7-dihydrospiro[cyclopenta[b]pyridine-6,4'-piperidin]-1'-yl)-5-(2,3-dichlorophenyl)-6-methylpyrimidine-4-carbonitrile